ClC(C(=O)OCC(CCCC)CC)(C)C 2-ethylhexyl 2-chloroisobutyrate